FC1([C@H](CN(CC1)C(C(=O)NC1=NC=C(C=C1)C1=NN(C=C1)C)C)C1=CNC(C=C1)=O)F 2-((S)-4,4-difluoro-3-(6-oxo-1,6-dihydropyridin-3-yl)piperidin-1-yl)-N-(5-(1-methyl-1H-pyrazol-3-yl)pyridin-2-yl)propionamide